N,N-bis(2-hydroxybenzyl)ethylenediamine OC1=C(CN(CCN)CC2=C(C=CC=C2)O)C=CC=C1